C(#N)C=1C=C2C(=NC1)C=NN2C[C@@H]2CC[C@H](CC2)C(=O)OC methyl trans-4-[(6-cyanopyrazolo[4,3-b]pyridin-1-yl)methyl]cyclohexanecarboxylate